NC1=C(C(=NC=N1)C=1C(=C(C=C(C1)F)NC(C1=C(C=C(C=C1)C1CC1)F)=O)C)OCCN(C(C#C)=O)C N-(3-(6-Amino-5-(2-(N-methylpropiolamido)ethoxy)pyrimidin-4-yl)-5-fluoro-2-methylphenyl)-4-cyclopropyl-2-fluorobenzamide